BrC1=CC2=C(N=C(N=C2)NC2=CC=C(C=N2)NC(C)=O)N(C1=O)C1CCCC1 N-[6-(6-Bromo-8-cyclopentyl-7-oxo-7,8-dihydro-pyrido[2,3-d]pyrimidin-2-ylamino)-pyridin-3-yl]-acetamide